BrC1=CC=C(C=C1)N1CCC(CC1)N(C#N)CCC#N [1-(4-bromophenyl)-4-piperidyl]-(2-cyanoethyl)cyanamide